2-(cyclopropylsulfonyl)-3-methyl-2H-benzo[g]indazole-4,5-dione C1(CC1)S(=O)(=O)N1N=C2C3=C(C(C(C2=C1C)=O)=O)C=CC=C3